(3R,5s)-1-(8-chloro-5-quinolyl)-5-methyl-piperidin-3-amine ClC=1C=CC(=C2C=CC=NC12)N1C[C@@H](C[C@@H](C1)C)N